C1(CC1)C=1C(=NN2C1C(NC(=C2)C2=CC(=C(C=C2)C(F)(F)F)C)=O)C(=O)O 3-Cyclopropyl-6-[3-methyl-4-(trifluoromethyl)phenyl]-4-oxo-4,5-dihydropyrazolo[1,5-a]pyrazine-2-carboxylic acid